3-[(N-methylcarbamimidoyl)sulfanyl]-propanoic acid CNC(=N)SCCC(=O)O